(2,3-Dihydro-6-methoxy-2-methyl-4H-1,4-benzoxazin-4-yl)[5-(4-morpholinyl)-3-pyridinyl]methanone COC=1C=CC2=C(N(CC(O2)C)C(=O)C=2C=NC=C(C2)N2CCOCC2)C1